C(C)(=O)O[C@H]1[C@H](O[C@H]([C@@H]([C@H]1OC(C)=O)OC(C)=O)OC1=C(C=C(C=C1)NC(=O)OC(C)(C)C)COC1=C(C(=CC(=C1F)F)F)F)COC(C)=O (2R,3S,4S,5R,6S)-2-(acetoxymethyl)-6-(4-((tert-butoxycarbonyl)amino)-2-((2,3,5,6-tetrafluorophenoxy)methyl)phenoxy)tetrahydro-2H-pyran-3,4,5-triyl triacetate